ClC=1C(OC(C1Cl)C1=CC=CC=C1)=O 3,4-Dichloro-5-Phenyl-2,5-Dihydrofuranone